5-dodecene CCCCC=CCCCCCC